(S)-1-(5-((2-chloro-3-(1H-pyrazol-1-yl)phenyl)thio)pyrazin-2-yl)-4'H,6'H-spiro[piperidine-4,5'-pyrrolo[1,2-b]pyrazol]-4'-amine ClC1=C(C=CC=C1N1N=CC=C1)SC=1N=CC(=NC1)N1CCC2([C@@H](C=3N(N=CC3)C2)N)CC1